NC=1N=NC(=CC1C=1C=NN(C1)CCOCCOCC(=O)OC(C)(C)C)C1=C(C=CC=C1)O tert-butyl 2-(2-(2-(4-(3-amino-6-(2-hydroxyphenyl)pyridazin-4-yl)-1H-pyrazol-1-yl)ethoxy)ethoxy)acetate